7-[[4-[1-methyl-4-(trifluoromethyl)imidazol-2-yl]phenyl]methoxy]-5-[2-(trifluoromethyl)phenyl]-1H-pyrazolo[4,3-d]pyrimidine CN1C(=NC(=C1)C(F)(F)F)C1=CC=C(C=C1)COC=1C2=C(N=C(N1)C1=C(C=CC=C1)C(F)(F)F)C=NN2